N-(4-cyclobutyl-5-(2,4-difluorophenyl)-1-methyl-1H-pyrazol-3-yl)-2-(1-(trifluoromethyl)cyclopropyl)acetamide C1(CCC1)C=1C(=NN(C1C1=C(C=C(C=C1)F)F)C)NC(CC1(CC1)C(F)(F)F)=O